C1N(CCC12CNCC2)C(C)=O 1-(2,7-diazaspiro[4.4]nonan-2-yl)ethan-1-one